CS(=O)(=O)C1=CC=C(C=C1)C=1C(N(C(C1C1=CC=C(C=C1)C)=O)CCC)=O 3-(4-(methylsulfonyl)phenyl)-1-propyl-4-(p-tolyl)-1H-pyrrole-2,5-dione